CC=1N=CC=NC1C#CC1=CC(=CC(=C1)OC)OC 5-methyl-6-(3,5-dimethoxyphenylethynyl)pyrazine